Cl.Cl.Cl.CC(=O)C acetone Tris-HCl